N1,N1-dimethyl-N2-(methyl-d3)ethane-1,2-diamine CN(CCNC([2H])([2H])[2H])C